3-(4-amino-6-(1-((1-ethyl-1H-pyrazol-3-yl)methyl)-1H-1,2,3-triazol-4-yl)-5-fluoropyrimidin-2-yl)-2-methylbenzonitrile NC1=NC(=NC(=C1F)C=1N=NN(C1)CC1=NN(C=C1)CC)C=1C(=C(C#N)C=CC1)C